2,4,6-tris(9H-carbazol-9-yl)-3,5-bis(3,6-diphenyl-9H-carbazol-9-yl)benzonitrile C1=CC=CC=2C3=CC=CC=C3N(C12)C1=C(C#N)C(=C(C(=C1N1C2=CC=C(C=C2C=2C=C(C=CC12)C1=CC=CC=C1)C1=CC=CC=C1)N1C2=CC=CC=C2C=2C=CC=CC12)N1C2=CC=C(C=C2C=2C=C(C=CC12)C1=CC=CC=C1)C1=CC=CC=C1)N1C2=CC=CC=C2C=2C=CC=CC12